C(#C)C1=CC=C(C=C1)[C@H](C(C)(C)O)NC(=O)[C@H]1N(C[C@@H](C1)O)C([C@H](C(C)(C)C)NC(OC(C)(C)C)=O)=O Tert-butyl ((S)-1-((2S,4R)-2-(((R)-1-(4-ethynylphenyl)-2-hydroxy-2-methylpropyl)carbamoyl)-4-hydroxypyrrolidin-1-yl)-3,3-dimethyl-1-oxobutan-2-yl)carbamate